hydroxy-6H-dibenzopyran-6-one C1=CC=C2C(=C1)C3=C(C=CC=C3OC2=O)O